N1=CC=C(C=C1)C1=NNC(=C1C(F)(F)F)NC(CC)=O N-[3-(pyridin-4-yl)-4-(trifluoromethyl)-1H-pyrazol-5-yl]propanamide